C(#N)/C(/C(=O)N(C)C)=C\C=1OC(=CC1)C1=NC=2C(=C3C(=NC2)NC=C3)N1C1CC1 (E)-2-cyano-3-(5-(1-cyclopropyl-1,6-dihydroimidazo[4,5-d]pyrrolo[2,3-b]pyridin-2-yl)furan-2-yl)-N,N-dimethylacrylamide